BrC1=C(C=C(C=C1F)C=1C=NC=CC1)F 3-(4-bromo-3,5-difluorophenyl)pyridine